3-chloroquinolin-2-carboxylic acid ClC=1C(=NC2=CC=CC=C2C1)C(=O)O